3-[[4-[(2R)-2-amino-4,4-dimethyl-pentoxy]-6-(2,6-dimethylphenyl)pyrimidin-2-yl]sulfamoyl]benzoic acid N[C@@H](COC1=NC(=NC(=C1)C1=C(C=CC=C1C)C)NS(=O)(=O)C=1C=C(C(=O)O)C=CC1)CC(C)(C)C